N-Boc-3-iodo-5-methoxyindole C(=O)(OC(C)(C)C)N1C=C(C2=CC(=CC=C12)OC)I